5-bromo-2-(prop-2-en-1-yloxy)pyridin-3-amine BrC=1C=C(C(=NC1)OCC=C)N